BrC=1C(=C(CNCCC2=CC=C3C=CC(NC3=C2)=O)C=CC1)O 7-(2-((3-Bromo-2-hydroxybenzyl)amino)ethyl)quinolin-2(1H)-one